9-bromo-7,12-dihydro-4-hydroxy-indolo[3,2-d][1]benzazepin-6(5H)-one BrC=1C=C2C(=CC1)NC1=C2CC(NC2=C1C=CC=C2O)=O